((4-(3-((4-cyano-2-fluorobenzyl)oxy)-1H-pyrazol-1-yl)piperidin-1-yl)methyl)-1-((1-(fluoromethyl)cyclopropyl)methyl)-1H-benzo[d]imidazole-6-carboxylic acid, ammonium salt [NH4+].C(#N)C1=CC(=C(COC2=NN(C=C2)C2CCN(CC2)CC2=NC3=C(N2CC2(CC2)CF)C=C(C=C3)C(=O)[O-])C=C1)F